CC1=CC=CC=2C(C3=CC=CC(=C3C12)C)(O)C1=CC=C(C=C1)C 4,5-dimethyl-9-p-tolyl-9-fluorenol